FC1(CN(CC1C)C=1C=2N(N=C(C1)C=1C(NC(NC1)=O)=O)C=CN2)F 5-(8-(3,3-difluoro-4-methylpyrrolidin-1-yl)imidazo[1,2-b]pyridazin-6-yl)pyrimidine-2,4(1H,3H)-dione